[O-]C#N.[K+].C(C)OC(CCN(C(=O)N)C=1C=CC=C2C(=CN(C12)C)C1CCN(CC1)C(=O)OC(C)(C)C)=O tert-Butyl 4-(7-(1-(3-ethoxy-3-oxopropyl)ureido)-1-methyl-1H-indol-3-yl)piperidine-1-carboxylate Potassium cyanate